CC(=CC[NH+](C)C)C dimethylallyl-dimethyl-ammonium